CC(CCC(COC)(COC)C(C)C)C 2-(3-methylbutyl)-2-isopropyl-1,3-dimethoxypropane